(E)-3-(benzenesulfonyl)-1-(2-methylphenyl)-2-propen-1-one C1(=CC=CC=C1)S(=O)(=O)/C=C/C(=O)C1=C(C=CC=C1)C